P(=O)(OC[N+]1=C(C(=CC=C1)C1=CC(=NO1)CC1=CC(=NC=C1)OC1=CC=CC=C1)N)(O)[O-] (2-amino-3-(3-((2-phenoxypyridin-4-yl)methyl)isoxazol-5-yl)pyridin-1-ium-1-yl)methyl hydrogen phosphate